ClC=1C=C(C=C(C1)Cl)C=1OC=2N=C3N(C(C2N1)=O)CCCC3 2-(3,5-dichlorophenyl)-5,6,7,8-tetrahydro-10H-oxazolo[5,4-D]pyrido[1,2-a]pyrimidine-10-one